2-(6-((1,3-Dimethylpiperidin-3-yl)amino)pyridazin-3-yl)-3-methyl-5-(trifluoromethyl)phenol TFA salt OC(=O)C(F)(F)F.CN1CC(CCC1)(C)NC1=CC=C(N=N1)C1=C(C=C(C=C1C)C(F)(F)F)O